Cl.Cl.COC1=CC=C(CNCC2=CC=C(N(C)C)C=C2)C=C1 4-(((4-methoxybenzyl)amino)methyl)-N,N-dimethylaniline dihydrochloride